[N+](=O)([O-])C1=C(C(=CC=C1)C(F)(F)F)NCOC(=O)N1CCCCC1 (((2-nitro-6-(trifluoromethyl)phenyl)amino)methyl)piperidin-1-carboxylate